COC1=NC=NC2=C1N(C=1C=CC(=CC21)N2CCN(CC2)C)CC(F)(F)F 4-methoxy-8-(4-methylpiperazin-1-yl)-5-(2,2,2-trifluoroethyl)-5H-pyrimido[5,4-b]indole